C(C)NC(CCC\C=C/C[C@@H]1[C@H]([C@@H](C[C@@H]1O)O)/C=C/[C@H](CCC1=CC=CC=C1)OC(CCCCCO[N+](=O)[O-])=O)=O 6-(Nitrooxy)-hexanoic acid (1S,2E)-3-[(1R,2R,3S,5R)-2-[(2Z)-7-(ethylamino)-7-oxo-2-hepten-1-yl]-3,5-dihydroxycyclopentyl]-1-(2-phenylethyl)-2-propen-1-yl ester